(-)-N-{2-cyclopropyl-2-[5-fluoro-6-(4-fluorophenyl)-4-(2-hydroxypropan-2-yl)pyridin-2-yl]-2-hydroxyEthyl}-8-(difluoromethoxy)-3-methylcinnoline-6-carboxamide C1(CC1)C(CNC(=O)C=1C=C2C=C(N=NC2=C(C1)OC(F)F)C)(O)C1=NC(=C(C(=C1)C(C)(C)O)F)C1=CC=C(C=C1)F